FC([C@H]1CC2C3C(N[C@H](C4NCCN4C3SC2C1)C)C1=C(C=CC=C1F)F)F (7S,13S)-13-(difluoromethyl)-9-(2,6-difluorophenyl)-7-methyl-16-thia-2,5,8-triazatetracyclo[8.6.0.02,6.011,15]Hexadecan